((1r,4r)-4-((2,2-difluoroethyl)amino)cyclohexyl)carbamic acid tert-butyl ester C(C)(C)(C)OC(NC1CCC(CC1)NCC(F)F)=O